2-(6-cyclopropyl-4-cyclopropyloxy-1-oxophthalazin-2-yl)-N-(5-fluoropyrimidin-2-yl)acetamide C1(CC1)C=1C=C2C(=NN(C(C2=CC1)=O)CC(=O)NC1=NC=C(C=N1)F)OC1CC1